(R)-N-(1-(4-chlorophenyl)-2,2,2-trifluoroethyl)-5-cyanopyridine-3-sulfonamide ClC1=CC=C(C=C1)[C@H](C(F)(F)F)NS(=O)(=O)C=1C=NC=C(C1)C#N